C(=C)CC1=CC=CC=C1 α-vinyltoluene